The molecule is an omega-hydroxy fatty acid ascaroside obtained by formal condensation of the alcoholic hydroxy group of (2E)-17-hydroxyheptadec-2-enoic acid with ascarylopyranose (the alpha anomer). It is a metabolite of the nematode Caenorhabditis elegans. It has a role as a Caenorhabditis elegans metabolite. It is an alpha,beta-unsaturated monocarboxylic acid and an omega-hydroxy fatty acid ascaroside. It derives from a (2E)-17-hydroxyheptadec-2-enoic acid. It is a conjugate acid of an oscr#29(1-). C[C@H]1[C@@H](C[C@H]([C@@H](O1)OCCCCCCCCCCCCCC/C=C/C(=O)O)O)O